FC=1C(=CC2=C(N(C(=N2)C2=CC=C(C=C2)S(=O)(=O)C)C)C1)C1CCN(CC1)C1CC2CCC(C1)N2C2CCOCC2 6-fluoro-1-methyl-2-(4-(methylsulfonyl)phenyl)-5-(1-(8-(tetrahydro-2H-pyran-4-yl)-8-azabicyclo[3.2.1]octan-3-yl)piperidin-4-yl)-1H-benzo[d]imidazole